[2-(3,3-difluoropyrrolidin-1-yl)-4-nitrophenyl]-(1,1-dioxo-1,4-thiazinan-4-yl)methanone FC1(CN(CC1)C1=C(C=CC(=C1)[N+](=O)[O-])C(=O)N1CCS(CC1)(=O)=O)F